1-((2s,4r)-4-((4-(1-(2-aminoethyl)-1H-pyrazol-4-yl)phenyl)amino)-2-methyl-3,4-dihydroquinolin-1(2H)-yl)propan-1-one NCCN1N=CC(=C1)C1=CC=C(C=C1)N[C@@H]1C[C@@H](N(C2=CC=CC=C12)C(CC)=O)C